BrC1=CC=2N(C=C1C)N=C(C2C(=O)O)CC 5-bromo-2-ethyl-6-methylpyrazolo[1,5-a]pyridine-3-carboxylic acid